1-bromomethyl-4-(difluoromethyl)benzene BrCC1=CC=C(C=C1)C(F)F